CC(C(C(=O)O)O)CC 3-methyl-2-Hydroxyvaleric acid